7-chloro-2-iodothieno[3,2-b]pyridin-5-amine ClC1=C2C(=NC(=C1)N)C=C(S2)I